ClC1=CC=CC=2N(C(NC21)=O)C 4-chloro-1-methyl-1H-benzo[d]imidazol-2(3H)-one